2-[4-Fluoro-3-(6-morpholin-4-yl-thieno[3,2-d]-pyrimidin-4-yl)-phenyl]-2-(3-methyl-pyrazin-2-yl)-acetamide FC1=C(C=C(C=C1)C(C(=O)N)C1=NC=CN=C1C)C=1C2=C(N=CN1)C=C(S2)N2CCOCC2